C(C1=NNC(=N1)CC(C)C)C1=NNC(=N1)CC(C)C 3,3'-Methylenebis(5-isobutyl-1,2,4-triazole)